(2r,6s)-4-(5-fluoropyrimidin-2-yl)-2,6-dimethylpiperazine-1-carboxylic acid 2-benzyl-2-azaspiro[3.3]hept-6-yl ester C(C1=CC=CC=C1)N1CC2(C1)CC(C2)OC(=O)N2[C@@H](CN(C[C@@H]2C)C2=NC=C(C=N2)F)C